NC=1C=CC(=NC1)N1N=C(C(=C1)C1=CN=C(N1C)C(=O)NC1=CC(=C(C=C1)C(N(C)C1CCN(CC1)C([C@H]1NC[C@@H](C1)O)=O)=O)Cl)C(F)(F)F 5-[1-(5-amino-2-pyridyl)-3-(trifluoromethyl)pyrazol-4-yl]-N-[3-chloro-4-[[1-[(2S,4R)-4-hydroxyprolyl]-4-piperidyl]-methyl-carbamoyl]phenyl]-1-methyl-imidazole-2-carboxamide